2-aminoacetic acid NCC(=O)O